3-fluoro-2-(3-(3-(3-hydroxypropoxy)-4-morpholinophenyl)-1-tosyl-1H-pyrazolo[3,4-c]pyridin-5-yl)phenol FC=1C(=C(C=CC1)O)C=1C=C2C(=CN1)N(N=C2C2=CC(=C(C=C2)N2CCOCC2)OCCCO)S(=O)(=O)C2=CC=C(C)C=C2